2-(isoquinolin-1-yl-(phenyl)amino)ethanol C1(=NC=CC2=CC=CC=C12)N(CCO)C1=CC=CC=C1